C(CC)[Si](C1=CC=C(C=C1)[Si](O)(CCC)CCC)(O)CCC 1,4-bis(dipropyl-hydroxysilyl)benzene